N-(5-(3-maleimidopropionylamino)-1-carboxy-pentyl)iminodiacetyl-cysteine C1(C=CC(N1CCC(=O)NCCCCC(C(=O)O)N=N[C@@H](C(S)(C(C)=O)C(C)=O)C(=O)O)=O)=O